ClC=1C=2C(N=C3N(C2C=CC1)C1=CC(=CC=C1C3(C)C)C3(CCN(CC3)CC=3N=CC(=NC3)N3CCN(CC3)C3=CC(=C(C(=C3)F)N3C(CCCC3=O)=O)F)O)=O (4-(4-(5-((4-(4-chloro-7,7-dimethyl-5-oxo-5,7-dihydroindolo[1,2-a]quinazolin-10-yl)-4-hydroxypiperidin-1-yl)methyl)pyrazin-2-yl)piperazin-1-yl)-2,6-difluorophenyl)piperidine-2,6-dione